NC1=C(C=C(C=N1)NC(C(=O)N1[C@H](CC[C@@H](C1)C)C1CC2(CC(C2)O)C1)=O)C N-(6-amino-5-methyl-3-pyridyl)-2-[(2R,5S)-2-(2-hydroxyspiro[3.3]heptan-6-yl)-5-methyl-1-piperidyl]-2-oxo-acetamide